CC=1C(=C2C=CNC2=C(C1)C)CC1C(CN(CCC1)C)C1=CC=C(C(=O)O)C=C1 4-(4-((5,7-dimethyl-1H-indol-4-yl)methyl)-1-methylazepan-3-yl)benzoic acid